C(C1=CC=CC=C1)S/C=C/C(=O)C1=CC=CC=C1 (E)-3-(Benzylthio)-1-phenylprop-2-en-1-one